methyltri-n-octylammonium bis(trifluoromethylsulfonyl)imide salt [N-](S(=O)(=O)C(F)(F)F)S(=O)(=O)C(F)(F)F.C[N+](CCCCCCCC)(CCCCCCCC)CCCCCCCC